2-(4-((6-(((S)-1-(3-cyclopropylphenyl)ethyl)carbamoyl)-1,2-dimethyl-1H-indol-3-yl)methyl)phenoxy)propanoic acid C1(CC1)C=1C=C(C=CC1)[C@H](C)NC(=O)C1=CC=C2C(=C(N(C2=C1)C)C)CC1=CC=C(OC(C(=O)O)C)C=C1